N-(3-fluoro-4-((3-phenyl-1H-pyrrolo[2,3-b]pyridin-4-yl)oxy)phenyl)-2-(4-fluorophenyl)-1,5-dimethyl-3-oxo-2,3-dihydro-1H-pyrazole-4-carboxamide FC=1C=C(C=CC1OC1=C2C(=NC=C1)NC=C2C2=CC=CC=C2)NC(=O)C=2C(N(N(C2C)C)C2=CC=C(C=C2)F)=O